COCC1=NN2C(N=CC=C2C(=O)NC2CC3=C(N=CS3)CC2)=C1C(=O)N 2-(Methoxymethyl)-N7-(4,5,6,7-tetrahydro-1,3-benzothiazol-6-yl)pyrazolo[1,5-a]pyrimidine-3,7-dicarboxamide